S(N)(=O)(=O)C1=NN=C(S1)C1C(=O)NC(C1)=O (5-sulfamoyl-1,3,4-thiadiazol-2-yl)succinimide